DOPA (Dioctyl phthalate) C(CCCCCCC)C=1C(=C(C(C(=O)O)=CC1)C(=O)O)CCCCCCCC.O=C(O)[C@@H](N)CC1=CC=C(O)C(O)=C1